COC(=O)C1=CC=NC2=CC=C(C=C12)C1=CC=C(C=C1)OC[C@@H](CC=1C=C2C=CN=CC2=CC1)NC(=O)OC(C)(C)C.IP(C1=C(C=CC=C1OC)OC)(C1=C(C=CC=C1OC)OC)(C1=C(C=CC=C1OC)OC)I diiodotris-(2,6-dimethoxyphenyl)phosphine (R)-methyl-6-(4-(2-((tert-butoxycarbonyl)amino)-3-(isoquinolin-6-yl)propoxy)phenyl)quinoline-4-carboxylate